C(C)(C)C=1C(=NNC1C=1C=C(C=2N(C1)N=CN2)OC)C2=NC=C(N=C2)C2CCN(CC2)C2COC2 6-(4-isopropyl-3-(5-(1-(oxetan-3-yl)piperidin-4-yl)pyrazin-2-yl)-1H-pyrazol-5-yl)-8-methoxy-[1,2,4]triazolo[1,5-a]pyridine